FC1=C(C=CC=C1)C1=C(NC=2C1=NC=CC2)C2=C(C=NC=C2)OC[C@H]2N(CCC2)C(C=C)=O 1-{(2S)-2-[({4-[3-(2-fluorophenyl)-1H-pyrrolo[3,2-b]pyridin-2-yl]pyridin-3-yl}oxy)methyl]pyrrolidin-1-yl}prop-2-en-1-one